bis(2,6-difluoro-3-[pyrrol-1-yl]-phenyl)titanium FC1=C(C(=CC=C1N1C=CC=C1)F)[Ti]C1=C(C(=CC=C1F)N1C=CC=C1)F